BrC=1C=C2N(N=C(C=C2NCC=2SC=CC2)Cl)C1Cl 6-bromo-2,7-dichloro-N-(thiophen-2-ylmethyl)pyrrolo[1,2-b]pyridazin-4-amine